C[C@@H]1CN(CCC1)CC=1NC=2C(N(C=C(C2C1)C1CC1)C1=NC(=CC(=C1)C1=C(C=C(C=C1)F)C1=NN=CN1C)OCC)=O 2-{[(S)-3-Methyl-1-piperidyl]methyl}-4-cyclopropyl-6-{6-ethoxy-4-[4-fluoro-2-(4-methyl-4H-1,2,4-triazol-3-yl)phenyl]-2-pyridyl}-1,6-dihydro-1,6-diaza-7-indenone